N-(2-((4-acetyl-3-amino-2,6-dimethoxyphenyl)(methyl)amino)ethyl)acrylamide C(C)(=O)C1=C(C(=C(C(=C1)OC)N(CCNC(C=C)=O)C)OC)N